N-((2-(4-isopropoxyphenyl)thiazol-5-yl)methyl)-6-(trifluoromethyl)pyridin-4-amine C(C)(C)OC1=CC=C(C=C1)C=1SC(=CN1)CNC1=CC=NC(=C1)C(F)(F)F